FC(CN1N=NC2=C1C=C(C=C2)C=2C=C(N1N=C(N=C(C12)OC)NC1CCC(CC1)(O)C)[2H])F (1s,4s)-4-((5-(1-(2,2-difluoroethyl)-1H-benzo[d][1,2,3]triazol-6-yl)-4-methoxypyrrolo[2,1-f][1,2,4]triazin-2-yl-7-d)amino)-1-methylcyclohexan-1-ol